C(CC\C=C\C)OC(C1=CC=C(C=C1)O)=O (E)-Hex-4-en-1-yl-4-hydroxybenzoat